FC=1C=C(C=CC1NC1=NC=C2C=CC(=NC2=C1)C(=O)C1CCN(CC1)CCO)C1=CC(=CC=C1)C#N 3'-fluoro-4'-([2-[1-(2-hydroxyethyl)piperidine-4-carbonyl]-1,6-naphthyridin-7-yl]amino)-[1,1'-biphenyl]-3-carbonitrile